CC=1C=C(C=C(C1)C)P(C1=CC(=CC(=C1)C)C)C1=CC(=CC(=C1)C)C tri(3,5-dimethylphenyl)phosphine